6-((3-(5-(2,5-difluoro-4-methylphenyl)-4,5-dihydro-1H-pyrazole-1-carbonyl)-bicyclo[1.1.1]pentan-1-yl)-methoxy)nicotinonitrile FC1=C(C=C(C(=C1)C)F)C1CC=NN1C(=O)C12CC(C1)(C2)COC2=NC=C(C#N)C=C2